cholest-24-enoyl-CoA C(C(C)=CCC[C@@H](C)[C@H]1CC[C@H]2[C@@H]3CCC4CCCC[C@]4(C)[C@H]3CC[C@]12C)(=O)SCCNC(CCNC([C@@H](C(COP(OP(OC[C@@H]1[C@H]([C@H]([C@@H](O1)N1C=NC=2C(N)=NC=NC12)O)OP(=O)(O)O)(=O)O)(=O)O)(C)C)O)=O)=O